BrC=1SC2=C(N1)C=C(C(=C2)O[C@@H]2[C@@H](CCC(C2)(F)F)O)F |r| rac-cis-2-((2-bromo-5-fluorobenzo[d]thiazol-6-yl)oxy)-4,4-difluorocyclohexanol